methyl-4-[[(1S)-1-phenylethyl]amino]-3-(4,4,5,5-tetramethyl-1,3,2-dioxaborolan-2-yl)benzenesulfonamide CC1=C(C=CC(=C1B1OC(C(O1)(C)C)(C)C)N[C@@H](C)C1=CC=CC=C1)S(=O)(=O)N